5-(2-methoxy-6-methylphenyl)imidazo[1,2-d][1,2,4]triazin-8(7H)-one COC1=C(C(=CC=C1)C)C1=NNC(C=2N1C=CN2)=O